(1S,2S)-N-(6-(5-chloro-6-fluoro-7-(1-methyl-1H-pyrrol-3-yl)-1H-indazol-4-yl)imidazo[1,2-a]pyrazin-2-yl)-2-fluorocyclopropane-1-carboxamide ClC=1C(=C2C=NNC2=C(C1F)C1=CN(C=C1)C)C=1N=CC=2N(C1)C=C(N2)NC(=O)[C@H]2[C@H](C2)F